ClC1=C(C(=C(C=C1OC)OC)Cl)C1=CC=2C(=NC(=NC2)NC)N2C1=NC(=N2)CCCC2CCN(CC2)C(C=C)=O 1-(4-(3-(4-(2,6-dichloro-3,5-dimethoxyphenyl)-8-(methylamino)-[1,2,4]triazolo[1',5':1,6]pyrido[2,3-d]pyrimidin-2-yl)propyl)piperidin-1-yl)prop-2-en-1-one